C(C)(C)(C)OC(=O)N(C1=NN2C(CN(CCC2)C(=O)OC(C)(C)C)=C1)COC tert-butyl 2-((tert-butoxycarbonyl)(methoxymethyl)amino)-7,8-dihydro-4H-pyrazolo[1,5-a][1,4]diazepine-5(6H)-carboxylate